BrC1=C(OC=C1)C(=O)OC methyl bromofuroate